2-(2,3-Difluoro-6-((4-(((1,1,1,3,3,3-hexafluoropropan-2-yl)oxy)carbonyl)piperazin-1-yl)methyl)phenoxy)-2-methylpropanoic acid FC1=C(OC(C(=O)O)(C)C)C(=CC=C1F)CN1CCN(CC1)C(=O)OC(C(F)(F)F)C(F)(F)F